Methyl 5-[(4-methoxyphenyl) methoxy]-6-(1-methylbenzimidazol-4-yl)-3-(4-morpholinoanilino)pyrazine-2-carboxylate COC1=CC=C(C=C1)COC=1N=C(C(=NC1C1=CC=CC=2N(C=NC21)C)C(=O)OC)NC2=CC=C(C=C2)N2CCOCC2